3-isopropoxy-2-nitrobenzoic acid isopropyl ester C(C)(C)OC(C1=C(C(=CC=C1)OC(C)C)[N+](=O)[O-])=O